CN1C(CCC2=CC(=CC=C12)C1=CN=CC=2[C@@H](CCCC12)NC(CC)=O)=O (+)-(R)-N-(4-(1-methyl-2-oxo-1,2,3,4-tetrahydroquinolin-6-yl)-5,6,7,8-tetrahydroisoquinolin-8-yl)propionamide